CC(C(=O)OCC)(C)OC1=C(C=C(C=C1)SCC=1SC(=NN1)C1=CC=C(C=C1)C(F)(F)F)C ethyl 2-methyl-2-(2-methyl-4-(((5-(4-(trifluoromethyl)phenyl)-1,3,4-thiadiazol-2-yl)methyl)thio)phenoxy)propanoate